C(C)(C)(C)OC(=O)NC(CC(=O)O)C(=O)OCOC(=O)OC(C)C 3-((tert-butoxycarbonyl)amino)-4-(((isopropoxycarbonyl)oxy)methoxy)-4-oxobutyric acid